3-(5-(difluoromethoxy)-2-methylpyridin-3-yl)-N-((3S,4S)-4-hydroxy-3-methyl-1,1-dioxidotetrahydrothiophen-3-yl)-1-isopropyl-1H-pyrazolo[4,3-b]pyridine-6-carboxamide FC(OC=1C=C(C(=NC1)C)C1=NN(C=2C1=NC=C(C2)C(=O)N[C@@]2(CS(C[C@H]2O)(=O)=O)C)C(C)C)F